(S)-3-(2-(4-(4-methyl-1-piperazinyl)phenylamino)-8-phenylamino-9H-9-purinyl)pyrrolidine-1-carboxylic acid tert-butyl ester C(C)(C)(C)OC(=O)N1C[C@H](CC1)N1C2=NC(=NC=C2N=C1NC1=CC=CC=C1)NC1=CC=C(C=C1)N1CCN(CC1)C